C(C)(C)(C)C1=CC=C(C=C1)C1=NN=CO1 5-(p-tert-butylphenyl)-1,3,4-oxadiazole